ClC=1C=C(C=CC1)CC1=NOC(=N1)C1=CC=C(C=C1)I (3-Chlorophenylmethyl)-5-(4-iodophenyl)-1,2,4-oxadiazole